N-[4-fluoro-3-({2-[(1-methyl-1H-pyrazol-4-yl)amino]-5-[4-(trifluoromethyl)phenyl]pyrimidin-4-yl}amino)phenyl]ethene-1-sulfonamide FC1=C(C=C(C=C1)NS(=O)(=O)C=C)NC1=NC(=NC=C1C1=CC=C(C=C1)C(F)(F)F)NC=1C=NN(C1)C